C[N+](C)(C)CCC1=CNC2=CC=CC=C21 N,N,N-Trimethyltryptamine